9-(4-chloro-2-fluorophenyl)-2-(cyclopropylmethyl)-3-methyl-7-(2-(1-methyl-1H-pyrazol-4-yl)morpholino)-4H-pyrazino[1,2-a]pyrimidin-4-one ClC1=CC(=C(C=C1)C1=NC(=CN2C1=NC(=C(C2=O)C)CC2CC2)N2CC(OCC2)C=2C=NN(C2)C)F